4-Ethyl 2-[2-[tert-butoxycarbonyl(2,2,2-trifluoroethyl)amino]-4-pyridyl]oxazole-4-carboxylate C(C)(C)(C)OC(=O)N(C1=NC=CC(=C1)C=1OC=C(N1)C(=O)OCC)CC(F)(F)F